FC=1C=CC=C2C=C(C(NC12)=O)NC1=NC(=NC=C1)NC=1C=NC(=CC1OC)N1CCC(CC1)(C)O 8-fluoro-3-{2-[6-(4-hydroxy-4-methyl-1-piperidyl)-4-methoxy-3-pyridylamino]-4-pyrimidinylamino}-1,2-dihydro-2-quinolinone